COC([C@H]1N(CCC1)CCN)=O (2-aminoethyl)-L-proline methyl ester